Cl.CCCCCC hexane hydrochloride